Cl.N[C@@H]1CC[C@H](OC1)CN1CCC2(CN(C2)C2=NC=NC=C2OC2=C(C(=O)N(C)C(C)C)C=C(C=C2)F)CC1 2-((4-(7-(((2S,5R)-5-Aminotetrahydro-2H-pyran-2-yl)methyl)-2,7-diazaspiro[3.5]nonan-2-yl)pyrimidin-5-yl)oxy)-5-fluoro-N-isopropyl-N-methylbenzamide hydrochloride